C(C)(CC)C1=CC=CC1 secondary butylcyclopentadiene